(S)-2-((4-(6-chloropyridine-2-yl)piperidin-1-yl)methyl)-1-((oxetan-2-yl)methyl)-1H-benzo[d]imidazole-6-carboxylate ClC1=CC=CC(=N1)C1CCN(CC1)CC1=NC2=C(N1C[C@H]1OCC1)C=C(C=C2)C(=O)[O-]